3-(2-(3-((2-Amino-2-(1-methyl-1H-pyrazol-4-yl)acetamido)methyl)-4-methylphenoxy)ethyl)piperidine-1-carboxylic acid tert-butyl ester C(C)(C)(C)OC(=O)N1CC(CCC1)CCOC1=CC(=C(C=C1)C)CNC(C(C=1C=NN(C1)C)N)=O